Cl.CC1(CCNCC1)C1=NOC(=N1)C(C)C 4-methyl-4-[5-(propan-2-yl)-1,2,4-oxadiazol-3-yl]piperidine hydrochloride